4-[5-chloro-2-(2-fluoro-4-pyridyl)-6-oxo-1H-pyrimidin-4-yl]-3-(trifluoromethyl)piperazine-1-carboxylic acid tert-butyl ester C(C)(C)(C)OC(=O)N1CC(N(CC1)C=1N=C(NC(C1Cl)=O)C1=CC(=NC=C1)F)C(F)(F)F